[I-].C(C)[N+]1=CC=CC2=CC(=CC=C12)C=NNC(=O)C1=NC(=CC=C1)C(=O)NN=CC=1C=C2C=CC=[N+](C2=CC1)CC.[I-] N'2,N'6-Bis[(1-ethylquinolinium-6-yl)methylene]pyridine-2,6-dicarbohydrazide iodide